[4-(1-tert-butyl-1,2,4-triazol-3-yl)-3-fluorophenyl]-[4-(5-methyl-[1,3]oxazolo[4,5-b]pyridin-2-yl)piperazin-1-yl]methanone C(C)(C)(C)N1N=C(N=C1)C1=C(C=C(C=C1)C(=O)N1CCN(CC1)C=1OC=2C(=NC(=CC2)C)N1)F